NC1=C2C(C3(C(OC4=C3C=CC(=C4)OC(F)(F)F)(C2=CC=C1)O)CC(=O)N)=O (1-amino-4b-hydroxy-10-oxo-7-(trifluoromethoxy)-4b,10-dihydro-9bH-indeno[1,2-b]benzofuran-9b-yl)acetamide